7-(6-((6S,8R)-7-((1-fluorocyclopropyl)methyl)-8-methyl-6,7,8,9-tetrahydro-3H-pyrazolo[4,3-f]isoquinolin-6-yl)pyridin-3-yl)-7-azaspiro[3.5]nonane-2-carbaldehyde FC1(CC1)CN1[C@@H](C2=CC=C3C(=C2C[C@H]1C)C=NN3)C3=CC=C(C=N3)N3CCC1(CC(C1)C=O)CC3